O1COC=2C=CC3=C(N=C(S3)N3C(N[C@@H]4[C@H]3CN(CC4)C)=O)C21 |r| rac-(3ar,7as)-3-(2H-[1,3]dioxolo[4,5-e][1,3]benzothiazol-7-yl)-5-methyl-octahydro-2H-imidazo[4,5-c]pyridin-2-one